FC=1C=C(C=C(C1)F)C1=CCC(CN1C(=O)OC(C)(C)C)C tert-butyl 6-(3,5-difluorophenyl)-3-methyl-3,4-dihydro-2H-pyridine-1-carboxylate